C(C)(C)(C)OC(NC=1C=NC(=C(C1I)Cl)Cl)=O N-(5,6-dichloro-4-iodo-3-pyridinyl)carbamic acid tert-butyl ester